4-((3,3-difluoropyrrolidin-1-yl)methyl)aniline FC1(CN(CC1)CC1=CC=C(N)C=C1)F